2-methyl-4-isopropyl-pyrrole [(3R)-tetrahydrofuran-3-yl]4-methylbenzenesulfonate O1C[C@@H](CC1)OS(=O)(=O)C1=CC=C(C=C1)C.CC=1NC=C(C1)C(C)C